(3R)-1-(BENZYLSULFANYL)-N,N-BIS(4-METHOXYBENZYL)-6-HEPTENE-3-SULFONAMIDE C(C1=CC=CC=C1)SCC[C@@H](CCC=C)S(=O)(=O)N(CC1=CC=C(C=C1)OC)CC1=CC=C(C=C1)OC